5-(2-acetyl-5-chlorophenyl)-2-(4-methoxybenzyl)-6-(2,2,2-trifluoroethoxy)pyridazin-3(2H)-one C(C)(=O)C1=C(C=C(C=C1)Cl)C1=CC(N(N=C1OCC(F)(F)F)CC1=CC=C(C=C1)OC)=O